C(C)(=O)N/C(/C(=O)O)=C/C(=O)O acetamidomaleic acid